2-(3-chlorophenyl)-2-hydroxy-2-phenylacetic acid ClC=1C=C(C=CC1)C(C(=O)O)(C1=CC=CC=C1)O